N(=[N+]=[N-])CCOCCOCCOCCOCCC(NCC1=CC=C(C=C1)NC(=O)N[C@@H](CC(=O)O)C(=O)O)=O ((4-(17-azido-3-oxo-6,9,12,15-tetraoxa-2-azaheptadecyl)phenyl)carbamoyl)-L-aspartic acid